5-(1-(benzylamino)-2,3,4,9-tetrahydro-1H-carbazol-6-yl)isoindolin-1-one C(C1=CC=CC=C1)NC1CCCC=2C3=CC(=CC=C3NC12)C=1C=C2CNC(C2=CC1)=O